C(C)(=O)O[C@@H](C(=O)OCC)CC1=C(C=CC=C1)O ethyl (2R)-2-acetoxy-3-(2-hydroxyphenyl)propanoate